ClC1=CC(=C(C(=C1)F)C1CC(=NO1)N1C[C@H](C(C1)(F)F)NS(=O)(=O)C)C1=NC=C(C=C1F)F N-[(3R)-1-{5-[4-chloro-2-(3,5-difluoropyridin-2-yl)-6-fluorophenyl]-4,5-dihydro-1,2-oxazol-3-yl}-4,4-difluoropyrrolidin-3-yl]methanesulfonamide